N1=CC=C(C=C1)CCCCCCCNC(CC)=O N-[7-(pyridin-4-yl)heptyl]propanamide